ClC=1C=NC(=NC1)OC1=C(C=C(C=C1)NC(=O)NC(=O)C12CCC(CC1)(CC2)OC)C N-((4-((5-chloropyrimidin-2-yl)oxy)-3-methylphenyl)carbamoyl)-4-methoxybicyclo[2.2.2]octane-1-carboxamide